CC=1N=C(C2=C(N1)N=CC(=C2)C=2C=NC=CC2)N[C@H](C)C2=C(C(=CC=C2)C(F)(F)F)C (R)-2-methyl-N-(1-(2-methyl-3-(trifluoromethyl)phenyl)ethyl)-6-(pyridin-3-yl)pyrido[2,3-d]pyrimidin-4-amine